tert-butyl 3-bromo-6-(ethoxyethyl)-2-(methoxymethoxy)benzoate BrC=1C(=C(C(=O)OC(C)(C)C)C(=CC1)CCOCC)OCOC